(S)-2-amino-1-(5-(2-(2-methylazetidin-1-yl)-6,7-dihydro-5H-cyclopenta[d]pyrimidin-4-yl)-2H-indazol-2-yl)ethan-1-one NCC(=O)N1N=C2C=CC(=CC2=C1)C=1C2=C(N=C(N1)N1[C@H](CC1)C)CCC2